[O-]S(=O)(=O)C(F)(F)F.C1(=C(C(=CC(=C1)C)C)[IH+])C (mesityl)iodonium triflate